NCCC1=CC(=CC=2C3=CC(=CC=C3NC12)Cl)NC=1N(C=CN1)C 1-(2-Aminoethyl)-6-chloro-N-(1-methyl-1H-imidazol-2-yl)-9H-carbazol-3-amine